N-(2-((R)-4-Cyanothiazolidin-3-yl)-2-oxoethyl)-6-((R)-3-fluoroazepan-1-yl)quinoline-4-carboxamide C(#N)[C@H]1N(CSC1)C(CNC(=O)C1=CC=NC2=CC=C(C=C12)N1C[C@@H](CCCC1)F)=O